4-(4-methyltetra-hydropyran-4-carbonyl)-3,5-dihydro-2H-pyrido[3,4-f][1,4]oxazepine-9-carbonitrile CC1(CCOCC1)C(=O)N1CCOC2=C(C1)C=NC=C2C#N